(R)-1-(2,5-difluoropyridin-3-yl)ethyl (4-(5-((1RS,2RS)-2-methoxycyclopropane-1-carboxamido)pyridin-2-yl)-1-methyl-1H-1,2,3-triazol-5-yl)carbamate CO[C@H]1[C@@H](C1)C(=O)NC=1C=CC(=NC1)C=1N=NN(C1NC(O[C@H](C)C=1C(=NC=C(C1)F)F)=O)C |&1:2,3|